3-(((3R,4R,5R,6R)-4,5-bis(benzyloxy)-6-((benzyloxy)methyl)tetrahydro-2H-pyran-3-yl)methyl)-1,1-dimethylurea C(C1=CC=CC=C1)O[C@@H]1[C@@H](CO[C@@H]([C@@H]1OCC1=CC=CC=C1)COCC1=CC=CC=C1)CNC(N(C)C)=O